(5-(hydroxymethyl)pyridin-2-yl)-3-methyl-1H-pyrazol-5-ol OCC=1C=CC(=NC1)N1N=C(C=C1O)C